diamyl ketone C(CCCC)C(=O)CCCCC